CC(C)C=1C=C(C=2C=CC3(CC3)OC2C1)O 7-Propan-2-ylspiro[chromene-2,1'-cyclopropane]-5-ol